C(C)(C)(C)OC(=O)N1CC2(CCC(C1)C2)COCCOC ((2-methoxyethoxy)methyl)-3-azabicyclo[3.2.1]octane-3-carboxylic acid tert-butyl ester